(1,2-diphenylvinyl)phosphonic acid C1(=CC=CC=C1)C(=CC1=CC=CC=C1)P(O)(O)=O